C(C)(C)(C)S(=O)(=O)N (S)-tert-butylsulfonamide